BrC=1C=C2C(=NN(C2=CC1)C)CN1CCC(CC1)(F)F 5-bromo-3-((4,4-difluoropiperidin-1-yl)methyl)-1-methyl-1H-indazole